N-((3-chloropyridin-4-yl)methyl)-2-(6-oxo-3-(4-(2,2,2-trifluoroethoxy)phenyl)pyridazin-1(6H)-yl)acetamide ClC=1C=NC=CC1CNC(CN1N=C(C=CC1=O)C1=CC=C(C=C1)OCC(F)(F)F)=O